(R)-tert-butyl 4-(4-bromo-2,3-difluorophenyl)-3-methylpiperazine-1-carboxylate BrC1=C(C(=C(C=C1)N1[C@@H](CN(CC1)C(=O)OC(C)(C)C)C)F)F